piperidine-4-carbonitrile trifluoroacetate FC(C(=O)O)(F)F.N1CCC(CC1)C#N